2-[(cyclohexylamino)thio]-benzothiazole C1(CCCCC1)NSC=1SC2=C(N1)C=CC=C2